6-[[(3R)-1-[4-(1H-imidazol-2-yl)benzoyl]pyrrolidin-3-yl]amino]-4-(1H-pyrazol-4-yl)-1,7-naphthyridine-3-carbonitrile N1C(=NC=C1)C1=CC=C(C(=O)N2C[C@@H](CC2)NC=2C=C3C(=C(C=NC3=CN2)C#N)C=2C=NNC2)C=C1